1-octylnonyl 8-[[8-(1-octylnonoxy)-8-oxo-octyl]-(oxiran-2-ylmethyl)amino]octanoate C(CCCCCCC)C(CCCCCCCC)OC(CCCCCCCN(CCCCCCCC(=O)OC(CCCCCCCC)CCCCCCCC)CC1OC1)=O